ClC1=C(C=C(C(=C1)F)C1=NC=NC2=CC(=CC=C12)N1CCOCC1)C(O)C=1SC=C(N1)C [2-Chloro-4-fluoro-5-(7-morpholin-4-yl-quinazolin-4-yl)-phenyl]-(4-methyl-thiazol-2-yl)-methanol